CC(C)(CC(C)=O)NC(C=C)=O N-(2-methyl-4-oxopent-2-yl)acrylamide